FC(OC1=CC=C(C=C1)S(=O)(=O)N1C[C@@H]2[C@H](C1)CC(C2)N(CC2CCOCC2)C)F (3aR,5s,6aS)-2-((4-(Difluoromethoxy)phenyl)sulfonyl)-N-methyl-N-((tetrahydro-2H-pyran-4-yl)methyl)octahydrocyclopenta[c]pyrrol-5-amine